Cl.C(C)N(C(=O)N1CCNCC1)C N-ethyl-N-methylpiperazine-1-carboxamide HCl salt